C1(CC1)C1=C(CN2CCCCC2)C=CC=C1 1-(2-cyclopropylbenzyl)piperidin